4-iodo-1-[(3S)-oxolan-3-yl]pyrazole IC=1C=NN(C1)[C@@H]1COCC1